C(=O)(O)COCOC1=C(C(=O)C2=CC=CC=C2)C=CC=C1 Carboxymethoxymethoxybenzophenone